1,4-Pentandiol C(CCC(C)O)O